N1=CC(=CC=C1)C(CCC)=O 1-3-PYRIDYL-1-BUTANONE